4-(4-(2,6-Dioxopiperidin-3-yl)phenyl)piperidine-1-carboxylic acid tert-butyl ester C(C)(C)(C)OC(=O)N1CCC(CC1)C1=CC=C(C=C1)C1C(NC(CC1)=O)=O